(1S,2S,4R,6R,8S,9S,11S,12S,13R)-11-Hydroxy-8-[2-(4-hydroxyphenoxy)acetyl]-9,13-dimethyl-6-propyl-5,7-dioxapentacyclo[10.8.0.02,9.04,8.013,18]icosa-14,17-dien-16-one O[C@H]1C[C@@]2([C@@]3(O[C@@H](O[C@@H]3C[C@H]2[C@@H]2CCC3=CC(C=C[C@@]3([C@@H]12)C)=O)CCC)C(COC1=CC=C(C=C1)O)=O)C